C(C1=CC=CC=C1)OC=1C=C2C(=C(N(C2=CC1)CC1=CC=C(C=C1)N1CCC(CC1)CN1CCN(CC1)C=1C=C2CN(C(C2=CC1)=O)C1C(NC(CC1)=O)=O)C1=CC=C(C=C1)OCC1=CC=CC=C1)C 3-(5-(4-((1-(4-((5-(Benzyloxy)-2-(4-(benzyloxy)phenyl)-3-methyl-1H-indol-1-yl)methyl)phenyl)piperidin-4-yl)methyl)piperazin-1-yl)-1-oxoisoindolin-2-yl)piperidine-2,6-dione